FC(C(=O)N=S(C)CC1=CC(=NC=C1)NC1=NC=C(C(=C1)C1=C(C=C(C=C1)F)OC)F)(F)F 2,2,2-trifluoro-N-(((2-((5-fluoro-4-(4-fluoro-2-methoxyphenyl)pyridin-2-yl)amino)pyridin-4-yl)methyl)(methyl)-λ4-sulfaneylidene)acetamide